(R)-N-(4-methoxybenzyl)-N-methyl-5-(2-methyl-2,3-dihydroimidazo[2,1-B]oxazol-6-yl)-6-((3-(trifluoromethyl)benzyl)amino)pyridine-3-sulfonamide COC1=CC=C(CN(S(=O)(=O)C=2C=NC(=C(C2)C=2N=C3O[C@@H](CN3C2)C)NCC2=CC(=CC=C2)C(F)(F)F)C)C=C1